3-(pyrimidin-4-yl)azetidin N1=CN=C(C=C1)C1CNC1